BrC=1SC(=CC1C(=O)Cl)Br 2,5-dibromo-3-thiophenecarboxylic acid chloride